O=C([C@H](O)[C@@H](O)[C@H](O)[C@H](O)CO)[O-].[Sn+4].O=C([C@H](O)[C@@H](O)[C@H](O)[C@H](O)CO)[O-].O=C([C@H](O)[C@@H](O)[C@H](O)[C@H](O)CO)[O-].O=C([C@H](O)[C@@H](O)[C@H](O)[C@H](O)CO)[O-] Tin gluconate